C(C)S[C@H](CCO)C (S)-3-(ethylthio)butan-1-ol